ethyl 4-((1-methyl-1H-1,2,4-triazol-3-yl) methoxy)-3-oxobutanoate CN1N=C(N=C1)COCC(CC(=O)OCC)=O